N-(5-(pentylsulfonyl)-1,3,4-thiadiazol-2-yl)-2-(trifluoromethyl)benzamide C(CCCC)S(=O)(=O)C1=NN=C(S1)NC(C1=C(C=CC=C1)C(F)(F)F)=O